C[C@H]1N([C@H](CN(C1)C1=C2C(=NC=C1)N(CC2)C(NC=2C=NC=1N(C2)C=C(N1)C)=O)C)C(=O)OC(C)(C)C tert-butyl (2R,6S)-2,6-dimethyl-4-(1-((2-methylimidazo[1,2-a]pyrimidin-6-yl)carbamoyl)-2,3-dihydro-1H-pyrrolo[2,3-b]pyridin-4-yl)piperazine-1-carboxylate